2-ethylhexyl (6-isocyanatohexyl)carbamate N(=C=O)CCCCCCNC(OCC(CCCC)CC)=O